5-((4,4-difluorocyclohexyl)amino)-6-methylpyrazine-2-carbonitrile FC1(CCC(CC1)NC=1N=CC(=NC1C)C#N)F